[Cl-].[Cl-].C(CC)C1(C=CC=C1)[Hf+2]C1(C=CC=C1)CCC bis(n-propyl-cyclopentadienyl)hafnium dichloride